P(=O)([O-])([O-])[O-] 3-trans-phosphate